FC(C1=CC=C(OCCC[Sn](C)(C)C)C=C1)(F)F 3-(4-(trifluoromethyl)phenoxy)propyltrimethyltin